N-((S)-1,3-dihydrospiro[indene-2,4'-piperidine]-1-yl)-2-methylpropane-2-sulfinamide N1CCC2(CC1)[C@@H](C1=CC=CC=C1C2)NS(=O)C(C)(C)C